6-[1-(2-amino-1-phenylethyl)-3-(trifluoromethyl)-1H-pyrazol-4-yl]-5-(p-chlorophenyl)-4-pyrimidinamine NCC(C1=CC=CC=C1)N1N=C(C(=C1)C1=C(C(=NC=N1)N)C1=CC=C(C=C1)Cl)C(F)(F)F